FCCN1CCC(CC1)NC1=CC=C(C=C1)N N1-(1-(2-fluoroethyl)piperidin-4-yl)benzene-1,4-diamine